1-(4-((2,4-diaminopyrimidin-5-yl)oxy)-5-isopropylpyridin-2-yl)ethanone NC1=NC=C(C(=N1)N)OC1=CC(=NC=C1C(C)C)C(C)=O